CN(C(=O)C1=NN2C(CN(CCC2)C(=O)OC(C)(C)C)=C1)C tert-butyl 2-(dimethylcarbamoyl)-4,6,7,8-tetrahydropyrazolo[1,5-a][1,4]diazepine-5-carboxylate